S(OC1=CC=C(C=C1)OCC1=C(C(=C(C=C1)F)N1N=CN=C1)F)(=O)(=O)F 4-((2,4-difluoro-3-(1H-1,2,4-triazol-1-yl)benzyl)oxy)phenyl sulfurofluoridate